sodium capryl sulfate CCCCCCCCOS(=O)(=O)[O-].[Na+]